N-(4-(1-(3-(trifluoromethoxy)benzyl)-1H-imidazol-2-yl)phenyl)quinoline-8-sulfonamide FC(OC=1C=C(CN2C(=NC=C2)C2=CC=C(C=C2)NS(=O)(=O)C=2C=CC=C3C=CC=NC23)C=CC1)(F)F